O=C1N(CC2=CC=C(C=C12)C#CC1=CC=C(C=C1)CN1CCN(CC1)C(=O)OC(C)(C)C)[C@@H](C(NC=1SC=CN1)=O)C1=C(C=CC(=C1)F)OC |r| tert-Butyl 4-[[4-[2-[3-oxo-2-[(1RS)-1-(5-fluoro-2-methoxy-phenyl)-2-oxo-2-(thiazol-2-ylamino)ethyl]isoindolin-5-yl]ethynyl]phenyl]methyl]piperazine-1-carboxylate